N-(4-((3-bromo-2-methoxyphenyl)amino)-2-methyl-3-oxo-2,3-dihydro-1H-pyrazolo[3,4-b]pyridin-6-yl)cyclopropanecarboxamide manganese (neodecanoate) C(CCCCCC(C)(C)C)(=O)[O-].[Mn+2].BrC=1C(=C(C=CC1)NC1=C2C(=NC(=C1)NC(=O)C1CC1)NN(C2=O)C)OC.C(CCCCCC(C)(C)C)(=O)[O-]